ClC1=NC=C(C(=N1)N1CC(OC2(CCC2)C1)COC)Cl 8-(2,5-dichloropyrimidin-4-yl)-6-(methoxymethyl)-5-oxa-8-azaspiro[3.5]nonane